C1=NC=CC=2NC=3C=C(C=CC3C21)CCC(=O)NCCOCCOCCOC=CC(=O)NC2=CC=C(C=C2)S(N(C)CCCN2C1=C(CCC3=C2C=CC=C3)C=CC(=C1)Cl)(=O)=O 3-(2-(2-(2-(3-(5H-pyrido[4,3-b]indol-7-yl)propanamido)ethoxy)ethoxy)ethoxy)-N-(4-(N-(3-(3-chloro-10,11-dihydro-5H-dibenzo[b,f]azepin-5-yl)propyl)-N-methylsulfamoyl)phenyl)propenamide